(S)-N-(3-(2-((1,5-dimethyl-1H-pyrazol-3-yl)amino)-5-methylpyrimidin-4-yl)-1H-indol-7-yl)-2-(3-((6-(ethyl(propyl)amino)pyrimidin-4-yl)oxy)pyrrolidin-1-yl)acetamide CN1N=C(C=C1C)NC1=NC=C(C(=N1)C1=CNC2=C(C=CC=C12)NC(CN1C[C@H](CC1)OC1=NC=NC(=C1)N(CCC)CC)=O)C